C(=O)(O)C=1C(=C(C=CC1C(=O)O)S(=O)(=O)[O-])O.[K+] potassium 3,4-dicarboxy-2-hydroxybenzenesulfonate